tertbutyl-hydroxyquinoline C(C)(C)(C)C=1C(=NC2=CC=CC=C2C1)O